C=1(C(=CC2=CC=C3C=CC=C4C=CC1C2=C34)N)N Pyrendiamine